C1(CCCCC1)N(P(C1=CC=C(C=C1)[Si](CCCC)(CCCC)CCCC)C1=C(C=CC=C1)F)P(C1=CC=C(C=C1)[Si](CCCC)(CCCC)CCCC)C1=C(C=CC=C1)F N-cyclohexyl-1-(2-fluorophenyl)-N-((2-fluorophenyl)(4-(tributylsilyl)phenyl)phosphaneyl)-1-(4-(tributylsilyl)phenyl)phosphanamine